butyric acid sec-butyl ester C(C)(CC)OC(CCC)=O